FC1=CC=C(C=C1)N1C=CC2=CC=CC=C12 1-(4-fluoro-phenyl)-1H-indole